CN(CCCNC(C1=C(C=C(C=C1F)C=1C=C2C=CC=NC2=C(C1)O)F)=O)C N-(3-(dimethylamino)propyl)-2,6-difluoro-4-(8-hydroxyquinolin-6-yl)benzamide